7,7-dimethyl-4-(5-methyl-1H-indazol-4-yl)-2-(2-((2E)-4,4,4-trifluoro-2-butenoyl)-2,6-diazaspiro[3.4]octan-6-yl)-5,6,7,8-tetrahydro-3-quinolinecarbonitrile CC1(CCC=2C(=C(C(=NC2C1)N1CC2(CN(C2)C(\C=C\C(F)(F)F)=O)CC1)C#N)C1=C2C=NNC2=CC=C1C)C